[2-(4-morpholinyl)ethyl]benzamide N1(CCOCC1)CCC1=C(C(=O)N)C=CC=C1